[Cl-].COC(CC)=O.ClC=1C=C(C=CC1)NC(C1=CC=C(C=C1)O[C@@H](C(=O)NC1=CC=C(C=C1)Cl)C)=O (R)-N-(3-chlorophenyl)-4-((1-((4-chlorophenyl)amino)-1-oxopropan-2-yl)oxy)benzamide Methyl-Propionate Chloride